CC1(OB(OC1(C)C)C1=C(C=CC=C1)S(=O)(=O)N)C 2-(4,4,5,5-tetramethyl-1,3,2-dioxa-borolan-2-yl)benzenesulfonamide